FC1=C(C=C(C#N)C=C1)O 4-Fluoro-3-hydroxybenzonitrile